C(#N)C1(CN(C1)C=1C=CC(=C2CN(C(NC12)=O)C1CCC(CC1)C(=O)NC1=CC(=C(C=C1)C)OC)C)C (1s,4s)-4-(8-(3-Cyano-3-methylazetidin-1-yl)-5-methyl-2-oxo-1,2-dihydroquinazolin-3(4H)-yl)-N-(3-methoxy-4-methylphenyl)cyclohexanecarboxamide